C(#N)C=1C(=NC(=NC1)C)C=1C(=NC=CC1)N1CCN(CC1)C1CC2(CN(C2)C(=O)OCC)CC1 ethyl 6-[4-[3-(5-cyano-2-methyl-pyrimidin-4-yl)-2-pyridyl]piperazin-1-yl]-2-azaspiro[3.4]octane-2-carboxylate